tert-butyl (2-((4-(1,3-dimethyl-2-oxo-1,2,3,4-tetrahydroquinazolin-7-yl)thiazol-2-yl)amino)-2-oxoethyl)carbamate CN1C(N(CC2=CC=C(C=C12)C=1N=C(SC1)NC(CNC(OC(C)(C)C)=O)=O)C)=O